ClC1=CC=C2C(=CC(N(C2=C1)C1=C(C=CC=C1)Cl)=O)NC 7-chloro-1-(2-chlorophenyl)-4-(methylamino)quinolin-2(1H)-one